NC1=C2C=C(N(C2=CC=C1)CC(F)(F)F)C1=NOC(=N1)CNC(=O)C1=CN(C=C1)C N-[[3-[4-amino-1-(2,2,2-trifluoroethyl)indol-2-yl]-1,2,4-oxadiazol-5-yl]methyl]-1-methyl-pyrrole-3-carboxamide